N-(prop-2-en-1-yl)-1H-imidazole-1-carboxamide C(C=C)NC(=O)N1C=NC=C1